(R)-3-((2-chloro-3-nitropyridin-4-yl)amino)piperidine-1-carboxylic acid tert-butyl ester C(C)(C)(C)OC(=O)N1C[C@@H](CCC1)NC1=C(C(=NC=C1)Cl)[N+](=O)[O-]